OC1=C(C=CC=C1)C1(SC2=C(N1)C=CC=C2)C(=O)[O-] 2-(2-hydroxyphenyl)-benzthiazolate